2-(4-(3-fluoro-5-methoxy-4-((4-trityl-4H-1,2,4-triazol-3-yl)methoxy)phenyl)-6-methoxy-3-methyl-2-oxo-2,3-dihydro-1H-benzo[d]imidazol-1-yl)-N-(4-fluorophenyl)acetamide FC=1C=C(C=C(C1OCC1=NN=CN1C(C1=CC=CC=C1)(C1=CC=CC=C1)C1=CC=CC=C1)OC)C1=CC(=CC=2N(C(N(C21)C)=O)CC(=O)NC2=CC=C(C=C2)F)OC